FC1=C2CC(C(=NC2=CC=C1CN1CCC(=CC1)C=1C=NC(=CC1)C(=O)NC)CC)=O 1'-((5-fluoro-2-ethyl-3-oxo-3,4-dihydroquinolin-6-yl)methyl)-N-methyl-1',2',3',6'-tetrahydro-[3,4'-bipyridine]-6-carboxamide